(E)-2-fluoro-N-(5-((pentyloxy)imino)-5,6,7,8-tetrahydronaphthalen-2-yl)acrylamide FC(C(=O)NC1=CC=2CCC\C(\C2C=C1)=N/OCCCCC)=C